N[C@@H](CC=1C=C(C(=O)O)C=CC1)C(=O)O (S)-3-(2-Amino-2-carboxyethyl)benzoic acid